P(=O)(OC)(OCCCC)[O-] Methyl Butyl Phosphate